zirconium di(n-butoxide) bis(benzoylpyruvate) C(C1=CC=CC=C1)(=O)CC(C(=O)[O-])=O.C(C1=CC=CC=C1)(=O)CC(C(=O)[O-])=O.[O-]CCCC.[O-]CCCC.[Zr+4]